C(N)(=O)C1=C(C2=C([Se]1)C=CC(=C2)OC(F)(F)F)C=2C=C(C=CC2)CCC(=O)O 3-(3-(2-carbamoyl-5-(trifluoromethoxy)benzo[b]selenophen-3-yl)phenyl)propanoic acid